C1(CCCCC1)OS(=O)(=O)C1=CC=C(C)C=C1 p-Toluenesulfonic Acid Cyclohexyl Ester